O=C1NC(CCC1N1C(=NC2=CC=CC(=C2C1=O)NC(OCC#C)=O)C)=O Prop-2-yn-1-yl (3-(2,6-dioxopiperidin-3-yl)-2-methyl-4-oxo-3,4-dihydroquinazolin-5-yl)carbamate